C(C)(C)(C)C=1C=C2C=CC=NC2=CC1 6-tert-butylquinoline